The molecule is the S-enantiomer of 2-hydroxypalmitic acid. It is a 2-hydroxyhexadecanoic acid and a (2S)-2-hydroxy monocarboxylic acid. It is a conjugate acid of a (S)-2-hydroxyhexadecanoate. It is an enantiomer of a (R)-2-hydroxyhexadecanoic acid. CCCCCCCCCCCCCC[C@@H](C(=O)O)O